4-[5-(2-aminoethyl)pyridin-2-yl]-3-[2-methyl-5-(5-methylpyridin-2-yl)pyrazol-3-yl]oxybenzonitrile NCCC=1C=CC(=NC1)C1=C(C=C(C#N)C=C1)OC=1N(N=C(C1)C1=NC=C(C=C1)C)C